ClC=1C=C(C=C(C1)C(F)(F)F)NC1=NC=C(C(=N1)NN1C(OC2=C1C=CC=C2)=O)C [2-(3-chloro-5-trifluoromethyl-phenylamino)-5-methyl-pyrimidin-4-ylamino]-3H-benzooxazol-2-one